C(C)(C)(C)OC(=O)N1CC(C1)N1N=NC(=C1C)Br 3-(4-Bromo-5-methyl-triazol-1-yl)azetidine-1-carboxylic acid tert-butyl ester